ClC=1C=CC(=C(C1)C1=NN(C=C1NC(=O)C=1C=NN2C1N=CC=C2)CC(=O)N2CCC(CC2)CN2CCOCC2)OC(F)F N-[3-[5-chloro-2-(difluoromethoxy)phenyl]-1-[2-[4-(morpholin-4-ylmethyl)piperidin-1-yl]-2-oxoethyl]-1H-pyrazol-4-yl]pyrazolo[1,5-a]pyrimidine-3-carboxamide